6-(3-(3-(((S)-1-(2,4-difluorophenyl)ethyl)amino)propanoyl)-3,8-diazabicyclo[3.2.1]octan-8-yl)nicotinonitrile FC1=C(C=CC(=C1)F)[C@H](C)NCCC(=O)N1CC2CCC(C1)N2C2=NC=C(C#N)C=C2